C=CC=CCC(CCCCCCCCCC)Br 6-hexadecadienyl bromide